2,7-diamino-1,5-naphthyridine NC1=NC2=CC(=CN=C2C=C1)N